BrC=1C=C(N(CC2=CC=C(C=C2)OC)CC2=CC=C(C=C2)OC)C=C(C1I)Cl 3-bromo-5-chloro-4-iodo-N,N-bis(4-methoxybenzyl)aniline